1-dodecyl-3-methylpyrrolium methanesulfonate CS(=O)(=O)[O-].C(CCCCCCCCCCC)[NH+]1C=C(C=C1)C